C(CCC)(=O)C1=CC(=C(C=N1)C1=NC=C2C=C(N=CC2=C1)NC(=O)[C@H]1[C@H](C1)F)C (1S,2S)-N-[7-(6-butanoyl-4-methylpyridin-3-yl)-2,6-naphthyridin-3-yl]-2-fluorocyclopropane-1-carboxamide